(2'S,4R)-2-ethyl-2'-methyl-spiro[6,7-dihydrothieno[3,2-c]pyran-4,4'-piperidine] trifluoromethanesulfonate FC(S(=O)(=O)O)(F)F.C(C)C1=CC2=C(CCO[C@]23C[C@@H](NCC3)C)S1